FC1=C(C=C(C=C1)NC1=C2C=C(NC2=CC(=C1)Cl)C(=O)O)Cl 4-((4-fluoro-3-chlorophenyl)amino)-6-chloro-1H-indole-2-carboxylic acid